C1(CCCC1)NC1=CC(=C(OC2=CC(=C(C(=O)NCCCOC)C=C2)C)C=C1)C 4-(4-(Cyclopentylamino)-2-methylphenoxy)-N-(3-methoxypropyl)-2-methylbenzamide